N1N=CC(=C1)C1=CC=C(C=C1)NC1=NC(=NC=C1)N1CC=2C=C3C(=CC2C1)CCC3 N-(4-(1H-pyrazol-4-yl)phenyl)-2-(6,7-dihydro-cyclopenta[f]isoindol-2(1H,3H,5H)-yl)pyrimidin-4-amine